FC(C=1C=C(C=CC1F)C=1C=C2C(=NC1)C=NN2)F 6-(3-(difluoromethyl)-4-fluorophenyl)-1H-pyrazolo[4,3-b]pyridine